C1CCS(=O)(=O)OCCOS1(=O)=O ethylene propanedisulfonate